2-(2-(2-(2-hydroxyethoxy)ethoxy)ethoxy)isoindoline-1,3-dione OCCOCCOCCON1C(C2=CC=CC=C2C1=O)=O